N=C1[N+](=CC=C2C1=CC=CC=C2)[O-] iminocyclohepta[c]pyridine-2-oxide